BrC=1C(N(C2=NC(=CC=C2C1N(C)C)C(F)(F)F)C1=C(C=CC=C1)Cl)=O 3-bromo-1-(2-chlorophenyl)-4-(dimethylamino)-7-(trifluoromethyl)-1,8-naphthyridin-2(1H)-one